N-(5-{[(8S)-6,8-dimethyl-6,9-diazaspiro[4.5]dec-9-yl]carbonyl}-6,6-dimethyl-1,4,5,6-tetrahydropyrrolo[3,4-c]pyrazol-3-yl)pyridine-2-carboxamide CN1C2(CCCC2)CN([C@H](C1)C)C(=O)N1C(C=2NN=C(C2C1)NC(=O)C1=NC=CC=C1)(C)C